OC1(CNC1)COC1=C(C(=NC=C1)OC)C1=CC(=NN1)NC=1N=CC(=NC1)C#N 5-[(5-{4-[(3-Hydroxyazetidine-3-yl)methoxy]-2-methoxypyridin-3-yl}-1H-pyrazole-3-yl)amino]pyrazine-2-carbonitrile